[N-](S(=O)(=O)C(F)(F)F)S(=O)(=O)C(F)(F)F.C(CC)[N+]1(CCCC1)C N-Propyl-N-methylpyrrolidinium bis(trifluoromethanesulfonyl)imide